Methyl-2-(5,14-dimethyl-5,6-dihydrobenzo[5,6]indolo[2,1-a]isoquinolin-5-yl)acetate COC(CC1(CN2C(C=3C=CC=CC13)=C(C=1C=C3C(=CC12)C=CC=C3)C)C)=O